[C@@H]1(C=C[C@@H](CO)O1)N1C(=O)NC(=O)C=C1 2',3'-dideoxy-2',3'-didehydrouridine